COC1=C(C=CC(=C1)OC)CNC(=O)C1=CC2=C(C(=N1)C=1N=C(SC1CNC)C1=CC(=NN1CC)C)C=NN2C N-[(2,4-dimethoxyphenyl)methyl]-4-{2-(1-ethyl-3-methyl-1H-pyrazol-5-yl)-5-[(methylamino)methyl]-1,3-thiazol-4-yl}-1-methyl-1H-pyrazolo[4,3-c]pyridine-6-carboxamide